COC=1C(=CC=2C(=C3C(=NC2C1)CCC3)N[C@H]3CCN(CCC3)CCC#N)OC 3-[(4R)-4-({6,7-dimethoxy-1H,2H,3H-cyclopenta[b]quinolin-9-yl}amino)azepan-1-yl]propanenitrile